FC(C1CCC(CC1)C=1C=CC(=C(O\C(\C(=O)OC)=C/OC)C1)C)F methyl (Z)-2-[5-[4-(difluoromethyl)cyclohexyl]-2-methyl-phenoxy]-3-methoxy-prop-2-enoate